6-amino-9-[(6-chloro-3-pyridyl)methyl]-2-[(R)-ethyl(methyl)phosphoryl]-7H-purin-8-one NC1=C2NC(N(C2=NC(=N1)[P@@](=O)(C)CC)CC=1C=NC(=CC1)Cl)=O